NC1=NC=C2N(C(N(C2=N1)[C@@H]1O[C@@H](C[C@H]1O)[C@H](CC#C)O)=O)CC#C 2-amino-9-((2r,3r,5s)-3-hydroxy-5-((S)-1-hydroxybut-3-yn-1-yl)tetrahydrofuran-2-yl)-7-(prop-2-yn-1-yl)-7,9-dihydro-8H-purin-8-one